C(=O)(C(=O)O)O.C(=O)(C(=O)O)O.N.N.O AMMONIUM HYDROGENOXALATE HEMIHYDRATE